methyl (R)-3-((tert-butoxycarbonyl)amino)pyrrolidine-3-carboxylate C(C)(C)(C)OC(=O)N[C@]1(CNCC1)C(=O)OC